(S)-1-(5-chloro-2-(3-(morpholinomethyl)-1,2,3,4-tetrahydroisoquinoline-2-carbonyl)pyridin-3-yl)-1H-indazole-3-carboxylic acid ClC=1C=C(C(=NC1)C(=O)N1CC2=CC=CC=C2C[C@H]1CN1CCOCC1)N1N=C(C2=CC=CC=C12)C(=O)O